4-[[(2S,3s,4r,5s)-3-(3,4-difluoro-2-methoxy-phenyl)-4,5-dimethyl-5-(trifluoromethyl)tetrahydrofuran-2-carbonyl]amino]-5-fluoro-pyridine-2-carboxamide FC=1C(=C(C=CC1F)[C@H]1[C@H](O[C@@]([C@@H]1C)(C(F)(F)F)C)C(=O)NC1=CC(=NC=C1F)C(=O)N)OC